FC(C=1C(=NC=NC1)OC[C@@H]1CCC2=CCCN12)F (3S,7aS)-3-(((5-(difluoromethyl)pyrimidin-4-yl)oxy)methyl)tetrahydro-1H-pyrrolizine